C(C)(=O)OCCC(C(=O)[O-])(C)C 4-acetoxy-2,2-dimethylbutyrate